Cl.N[C@H](C(=O)O)CC1=CC=C(C=C1)C1=NOC(=N1)C1=CC=C(C=C1)OC (S)-2-amino-3-(4-(5-(4-methoxyphenyl)-1,2,4-oxadiazole-3-yl)phenyl)propionic acid hydrochloride